C1(=CC=C(C=C1)C1=NC(=NC(=N1)C1=CC=CC=C1)N1C2=C(C(=C(C(=C2C=2C(=C(C3=C(C12)N(C=1C(=C(C(=C(C13)[2H])[2H])[2H])[2H])C1=CC=CC=C1)[2H])[2H])[2H])[2H])[2H])[2H])C1=CC=CC=C1 11-[4-(biphenyl-4-yl)-6-phenyl-1,3,5-triazin-2-yl]-11,12-dihydro-12-phenylindolo[2,3-a]carbazole-1,2,3,4,5,6,7,8,9,10-d10